2-(Chroman-4-ylidene)acetonitrile O1CCC(C2=CC=CC=C12)=CC#N